N-[(9Z)-3,3-dimethyl-10-oxo-1,2,3,4,9,10-hexahydrophenanthren-9-ylidene]-L-serine CC1(CCC=2C(\C(\C3=CC=CC=C3C2C1)=N/[C@@H](CO)C(=O)O)=O)C